Tert-Butyl ((1R,5S,6r)-3-(6-((2-amino-3-chloropyridin-4-yl)thio)pyrido[2,3-b]pyrazin-2-yl)-3-azabicyclo[3.1.1]heptan-6-yl)carbamate NC1=NC=CC(=C1Cl)SC=1C=CC=2C(=NC=C(N2)N2C[C@@H]3C([C@H](C2)C3)NC(OC(C)(C)C)=O)N1